C(C)(C)(C)C1=CC=C(C=C1)C(CC1=CC=C(C=C1)Cl)O 1-(4-(tert-butyl)phenyl)-2-(4-chlorophenyl)ethan-1-ol